CC1=C(C=CC(=C1)OC(F)(F)F)C1CCN(CC1)C(=O)C1CC2(C1)NC(OC2)=O (2s,4s)-2-(4-(2-methyl-4-(trifluoromethoxy)phenyl)piperidine-1-carbonyl)-7-oxa-5-azaspiro[3.4]octan-6-one